FC1=C(C(=C(C(=C1[C](C1=C(C(=C(C(=C1F)F)F)F)F)C1=C(C(=C(C(=C1F)F)F)F)F)F)F)F)F tri(pentafluorophenyl)carbon